N-(4-((3-chloro-2-fluorophenyl)amino)-7-((4,4-difluoro-1,3-dimethylpyrrolidin-3-yl)ethynyl)-quinazolin-6-yl)acrylamide ClC=1C(=C(C=CC1)NC1=NC=NC2=CC(=C(C=C12)NC(C=C)=O)C#CC1(CN(CC1(F)F)C)C)F